tert-butyl 4-(4-((5-chloro-4-(4'-fluoro-[1,1'-biphenyl]-3-yl)pyrimidin-2-yl)amino)piperidine-1-carbonyl)-4-hydroxypiperidine-1-carboxylate ClC=1C(=NC(=NC1)NC1CCN(CC1)C(=O)C1(CCN(CC1)C(=O)OC(C)(C)C)O)C=1C=C(C=CC1)C1=CC=C(C=C1)F